N[C@@H](CC1=CNC2=CC=CC=C12)C(=O)O[2H] L-tryptophan-d